4-((4-(3-(1-(2-ethyl-2-fluorobutyl)piperidin-4-yl)phenyl)-1H-1,2,3-triazol-1-yl)methyl)-3-fluorobenzoyl-hydrazine tert-butyl-(6R)-6-(2-aminoethyl)-5-azaspiro[2.4]heptane-5-carboxylate C(C)(C)(C)OC(=O)N1CC2(CC2)C[C@@H]1CCN.C(C)C(CN1CCC(CC1)C=1C=C(C=CC1)C=1N=NN(C1)CC1=C(C=C(C(=O)NN)C=C1)F)(CC)F